NC=1C=C(C=CC1F)CS(=O)(=O)N1C(C[C@@H](CC1)NC=1C=C(C=CC1)C1=C(C(=C(S1)C(=O)OC(C)(C)C)OCC(=O)OC(C)(C)C)Cl)(C)C tert-butyl 5-[3-[[(4R)-1-[(3-amino-4-fluoro-phenyl)methylsulfonyl]-2,2-dimethyl-4-piperidyl]amino]phenyl]-3-(2-tert-butoxy-2-oxo-ethoxy)-4-chloro-thiophene-2-carboxylate